FC1=CC=C(C=C1)N1C[C@@H](N(CC1)CC[C@@H]1N(C(C2(C1)CCNCC2)=O)C)C (R)-3-(2-((S)-4-(4-fluorophenyl)-2-methylpiperazin-1-yl)ethyl)-2-methyl-2,8-diazaspiro[4.5]decan-1-one